N=1ON=C2C1C=CC(=C2)/C=C/C2=CC=C(C(=O)NC=1C=C(N(C1)C)C(=O)NC1=CNC(=C1)C(NCCN1CCOCC1)=O)C=C2 (E)-4-(4-(2-(benzo[c][1,2,5]oxadiazol-5-yl)vinyl)benzamido)-1-methyl-N-(5-((2-morpholinoethyl)carbamoyl)-1H-pyrrol-3-yl)-1H-pyrrole-2-carboxamide